ClC1=C(C=CC(=C1)F)C1(CC1)C1=NOC(=N1)C1=NN(C(=C1)C(F)F)CC(=O)NC1(CC1)C#N 2-(3-(3-(1-(2-Chloro-4-fluorophenyl)cyclopropyl)-1,2,4-oxadiazol-5-yl)-5-(difluoromethyl)-1H-pyrazol-1-yl)-N-(1-cyanocyclopropyl)acetamide